tetrahexyl-decyl alcohol C(CCCCC)C(C(CCCCCC)(CCCCCC)O)(CCCCCCCC)CCCCCC